2-[5-bromo-2-(2-pyridin-2-ylmethyl-1,2,3,4-tetrahydro-isoquinolin-7-ylamino)-pyrimidin-4-ylamino]-N-methyl-benzamide BrC=1C(=NC(=NC1)NC1=CC=C2CCN(CC2=C1)CC1=NC=CC=C1)NC1=C(C(=O)NC)C=CC=C1